8-methyl-4,4a,5,6,7,8-hexahydrocinnolin-3(2H)-one CC1CCCC2CC(NN=C12)=O